FC(OCC1=CC=C(C(=O)OC)C=C1)F methyl 4-(difluoromethoxy)methylbenzoate